N-(5-{[(3R)-1-(5-acetamido-1,3,4-thiadiazol-2-yl)pyrrolidin-3-yl]amino}-1,3,4-thiadiazol-2-yl)acetamide C(C)(=O)NC1=NN=C(S1)N1C[C@@H](CC1)NC1=NN=C(S1)NC(C)=O